1-(2,6-dimethylpyridin-4-yl)-3-(isoquinolin-4-yl)-2-oxoimidazolidine-4-carbonitrile CC1=NC(=CC(=C1)N1C(N(C(C1)C#N)C1=CN=CC2=CC=CC=C12)=O)C